N-methylindoline-6-carboxamide CNC(=O)C1=CC=C2CCNC2=C1